C1(CC1)C(C1CC1)NCC=1C=CC=2N(C1)C=C(N2)CNC(=O)C=2N=C1N(C(C2)=O)C=CC=C1 N-[(6-{[(dicyclopropyl-methyl)amino]methyl}imidazo[1,2-a]pyridin-2-yl)methyl]-4-oxo-4H-pyrido[1,2-a]pyrimidine-2-carboxamide